ClC1=CC=C(CN=S(=O)(C2=C(N=C3N2C=C(C=C3)C3=NOC(=N3)C(F)(F)F)C)C)C=C1 ((4-chlorobenzyl)imino)(methyl)(2-methyl-6-(5-(trifluoromethyl)-1,2,4-oxadiazol-3-yl)imidazo[1,2-a]pyridin-3-yl)-λ6-sulfanone